OC1=C(C=CC=C1)C=1OC2=C(N1)C=CC=C2 2-(2-hydroxyphenyl)-benzoxazole